tert-butyl 4-(4-(aminomethyl)-3''-chloro-2'-methoxy-4''-(3-methyl-2-oxoimidazolidin-1-yl)-[1,1':3',1''-terphenyl]-3-yl)piperazine-1-carboxylate NCC1=C(C=C(C=C1)C1=C(C(=CC=C1)C1=CC(=C(C=C1)N1C(N(CC1)C)=O)Cl)OC)N1CCN(CC1)C(=O)OC(C)(C)C